C(C)(C)N(C(OC(C)(C)C)=O)CCC(N1CCN(CC1)C1=NC=C(C=N1)C(F)(F)F)=O tert-butyl N-isopropyl-N-[3-oxo-3-[4-[5-(trifluoromethyl)pyrimidin-2-yl]piperazin-1-yl]propyl]carbamate